C(C)(C)(C)OC([C@@H](NC([C@@H](NC([C@@H](NC(CCCCCN1C(C=CC1=O)=O)=O)C(C)C)=O)C)=O)CCCCNC([C@H](N)C)=O)=O tert-butyl-N6-D-alanyl-N2-{N-[6-(2,5-dioxo-2,5-dihydro-1H-pyrrol-1-yl)hexanoyl]-L-valyl-L-alanyl}-L-lysinat